N-ethyl-6-methoxyimidazo[1,2-b]pyridazine-3-sulfonamide C(C)NS(=O)(=O)C1=CN=C2N1N=C(C=C2)OC